C(C1=CC=CC=C1)NC(=O)NC1=CC(=C(C=C1)C1=CN=C(S1)[C@H]1CC[C@@H](CO1)NC(OC(C)C)=O)S(NC(C)(C)C)(=O)=O trans-isopropyl N-[6-[5-[4-(benzylcarbamoylamino)-2-(tert-butylsulfamoyl)phenyl]thiazol-2-yl]tetrahydropyran-3-yl]carbamate